ClC1=C(C=C(C=C1)C=1C(=NN(C1O)C1=NC=C(C(=O)O)C=C1)C)C#N 6-(4-(4-chloro-3-cyanophenyl)-5-hydroxy-3-methyl-1H-pyrazol-1-yl)nicotinic acid